4-methoxyphenyltriazine COC1=CC=C(C=C1)C1=NN=NC=C1